The molecule is a double-stranded DNA polynucleotide consisting of in one strand a repeating unit of thymidine and 5-methyldeoxycytosine residues, with in a complementary strand a repeating unit of deoxyguanosine and deoxyadenosine residues, all residues in each strand being connected by 3'->5' phosphodiester linkages. It contains a poly[d(Tm(5)C)] and a poly[d(GA)]. CC1=CN(C(=O)NC1=O)[C@H]2C[C@@H]([C@H](O2)COP(=O)(O)O)OP(=O)(O)OC[C@@H]3[C@H](C[C@@H](O3)N4C=C(C(=NC4=O)N)C)O.C1[C@@H]([C@H](O[C@H]1N2C=NC3=C(N=CN=C32)N)COP(=O)(O)O[C@H]4C[C@@H](O[C@@H]4COP(=O)(O)O)N5C=NC6=C5N=C(NC6=O)N)O